(S)-2-(((S)-7-chloro-6-fluoro-1,2,3,4-tetrahydronaphthalen-2-yl)amino)-N-(1-(2-methyl-(neopentylamino)propan-2-yl)-1H-imidazol-4-yl)pentanamide dihydrobromide Br.Br.ClC1=C(C=C2CC[C@@H](CC2=C1)N[C@H](C(=O)NC=1N=CN(C1)C(C)(CNCC(C)(C)C)C)CCC)F